3,5-bis(5-bromo-2-chlorobenzylidene)-4-piperidone BrC=1C=CC(=C(C=C2CNCC(C2=O)=CC2=C(C=CC(=C2)Br)Cl)C1)Cl